FC(S(=O)(=O)OC=1C[C@H]2[C@H](CN(C2)C(=O)OC(C)(C)C)C1)(F)F tert-butyl (3aS,6aS)-5-(((trifluoromethyl)sulfonyl)oxy)-3,3a,4,6a-tetrahydrocyclopenta[c]pyrrole-2(1H)-carboxylate